methyl (R)-2-((1-(3-chloro-2,7-dimethyl-1-oxo-1,2-dihydroisoquinolin-5-yl)ethyl)amino)benzoate ClC=1N(C(C2=CC(=CC(=C2C1)[C@@H](C)NC1=C(C(=O)OC)C=CC=C1)C)=O)C